(R)-4-chloro-2'-(methylthio)-2,3,5',8'-tetrahydro-3'H-spiro[indene-1,7'-quinazolin]-4'(6'H)-one ClC1=C2CC[C@@]3(CCC=4C(NC(=NC4C3)SC)=O)C2=CC=C1